N-(4-(2-chloro-5-fluorophenoxy)-3-(1,3-dioxoisoindolin-2-yl)-7-formyl-1-(tetrahydro-2H-pyran-2-yl)-1H-indazol-5-yl)-3-fluoro-5-(trifluoromethyl)benzamide ClC1=C(OC2=C3C(=NN(C3=C(C=C2NC(C2=CC(=CC(=C2)C(F)(F)F)F)=O)C=O)C2OCCCC2)N2C(C3=CC=CC=C3C2=O)=O)C=C(C=C1)F